6-amino-1,3-di-methyl-5-[2-(pyridin-2-ylsulfanyl)-acetyl]-1H-pyrimidine-2,4-dione NC1=C(C(N(C(N1C)=O)C)=O)C(CSC1=NC=CC=C1)=O